1-[2-(3-chlorophenyl)-2-methoxy-propyl]-3-(3-methoxyphenyl)urea ClC=1C=C(C=CC1)C(CNC(=O)NC1=CC(=CC=C1)OC)(C)OC